n-undecyl phosphonate P(OCCCCCCCCCCC)([O-])=O